methyl-6-(methylcarbamoyl)isonicotinic acid CC1=C(C(=O)O)C=C(N=C1)C(NC)=O